The molecule is a flavonoid oxoanion that is the conjugate base of myricitrin arising from selective deprotonation of the 7-hydroxy group; major species at pH 7.3. It is a conjugate base of a myricitrin. C[C@H]1[C@@H]([C@H]([C@H]([C@@H](O1)OC2=C(OC3=CC(=CC(=C3C2=O)O)O)C4=CC(=C(C(=C4)O)[O-])O)O)O)O